4-cyclohexanedimethanol isophthalate C(C1=CC(C(=O)O)=CC=C1)(=O)O.C1(CCC(CC1)CO)CO